COC=1C=C2CCCN(C2=CC1)S(=O)(=O)C1C2C(=C(C(C1)O2)C2=CC=C(C=C2)O)C2=CC=C(C=C2)O 4,4'-(5-((6-methoxy-3,4-dihydroquinolin-1(2H)-yl)sulfonyl)-7-oxabicyclo[2.2.1]hept-2-ene-2,3-diyl)diphenol